1-(2-(2,6-dioxopiperidin-3-yl)-1,3-dioxoisoindolin-4-yl)azetidine-3-al O=C1NC(CCC1N1C(C2=CC=CC(=C2C1=O)N1CC(C1)C=O)=O)=O